N-(1-tert-butylpyrazol-4-yl)-3-(4-quinolinyloxy)benzamide C(C)(C)(C)N1N=CC(=C1)NC(C1=CC(=CC=C1)OC1=CC=NC2=CC=CC=C12)=O